4-(3-(3-Cyclopropyl-8-methoxyimidazo[1,5-a]pyridin-7-yl)-4-fluorophenyl)-7-ethyl-7H-imidazo[4,5-c]pyridazine C1(CC1)C1=NC=C2N1C=CC(=C2OC)C=2C=C(C=CC2F)C=2C1=C(N=NC2)N(C=N1)CC